(2R-13S,5R)-5-(6-amino-2-fluoro-9H-purin-9-yl)-2-ethynyl-2-((((S)-(((S)-1-isopropoxy-1-oxopropan-2-yl)amino)(phenoxy)phosphoryl)oxy)methyl)tetrahydrofuran-3-yl 2-propylpentanoate C(CC)C(C(=O)OC1[C@](O[C@H](C1)N1C2=NC(=NC(=C2N=C1)N)F)(CO[P@](=O)(OC1=CC=CC=C1)N[C@H](C(=O)OC(C)C)C)C#C)CCC